CN(C1(CCC2(CN(C(N2)=O)C2=CC(=NN2CC2COC2)C(F)(F)F)CC1)C1=CC(=CC=C1)F)C cis-8-(dimethylamino)-8-(3-fluorophenyl)-3-(1-(oxetan-3-ylmethyl)-3-(trifluoromethyl)-1H-pyrazol-5-yl)-1,3-diazaspiro[4.5]decan-2-one